3-(p-toluenesulfonyloxy)aniline Methyl(1-(4-methyl-3-((1-(7-(prop-1-en-2-yl)quinolin-5-yl)cyclopropyl)carbamoyl)phenoxy)propan-2-yl)carbamate CN(C(O)=O)C(COC1=CC(=C(C=C1)C)C(NC1(CC1)C1=C2C=CC=NC2=CC(=C1)C(=C)C)=O)C.CC1=CC=C(C=C1)S(=O)(=O)OC=1C=C(N)C=CC1